3,5-dimethyl-benzene CC=1C=CC=C(C1)C